3-[[(1R)-1-(3,6-dimethyl-4-oxo-2-phenyl-benzopyran-8-yl)ethyl]amino]pyridine-2-carbohydrazide CC1=C(OC2=C(C1=O)C=C(C=C2[C@@H](C)NC=2C(=NC=CC2)C(=O)NN)C)C2=CC=CC=C2